tert-butyl N-[(3R,4R)-1-(5-amino-2-tert-butyl-indazol-4-yl)-4-methyl-pyrrolidin-3-yl]carbamate NC1=C(C2=CN(N=C2C=C1)C(C)(C)C)N1C[C@@H]([C@@H](C1)C)NC(OC(C)(C)C)=O